BrC=1C=C(C=NC1)N1C(N(C2=C(C1=O)SC(=C2)C2=C(C=CC=C2)Cl)CCC#N)=O 3-(3-(5-bromopyridin-3-yl)-6-(2-chlorophenyl)-2,4-dioxo-3,4-dihydrothieno[3,2-d]pyrimidin-1(2H)-yl)propionitrile